3-(Triethoxysilyl)-N,N-bis[3-(triethoxysilyl)propyl]-1-propanamin C(C)O[Si](CCCN(CCC[Si](OCC)(OCC)OCC)CCC[Si](OCC)(OCC)OCC)(OCC)OCC